C(C)(C)(C)C=1C=C(C=C(C1O)C)CCCOP1OC2=C(C3=C(O1)C(=CC(=C3)C(C)(C)C)C(C)(C)C)C=C(C=C2C(C)(C)C)C(C)(C)C 6-[3-(3-tert-butyl-4-hydroxy-5-methylphenyl)propoxy]-2,4,8,10-tetra-t-butyldibenz[d,f][1,3,2]Dioxaphosphepin